O=C1NC(CCC1N1C(C2=CC=C(C=C2C1=O)NS(=O)(=O)C1=CC(=CC=C1)OC(F)(F)F)=O)=O N-(2-(2,6-dioxopiperidin-3-yl)-1,3-dioxoisoindolin-5-yl)-3-(trifluoromethoxy)benzenesulfonamide